CC1(OC(C(C(O1)=O)CCCNC(OC(C)(C)C)=O)=O)C tert-butyl (3-(2,2-dimethyl-4,6-dioxo-1,3-dioxan-5-yl)propyl)carbamate